O=C1N(C=CC=C1)CC1CC(C1)NC(OC(C)(C)C)=O tert-butyl ((1r,3r)-3-((2-oxopyridin-1(2H)-yl)methyl)cyclobutyl)carbamate